ClC1=CC=C(CN2N=C(C=CC2=O)C2=CC=C(C=C2)OCC)C=C1 2-(4-chlorobenzyl)-6-(4-ethoxyphenyl)pyridazin-3(2H)-one